C(=O)(O)CC(=O)NC=1C=C(C=CC1)C=1N(C2=CC(=C(C=C2C1I)C(=O)O)O)C 2-(3-(2-carboxyacetamido)phenyl)-6-hydroxy-3-iodo-1-methyl-1H-indole-5-carboxylic acid